NC1=C(C=C(C(=C1)Br)F)CO (2-Amino-4-bromo-5-fluorophenyl)methanol